tert-butyl 4-(2-(2-chloro-4-(7,7-difluoro-2-(methylsulfonyl)-6,7-dihydro-5H-cyclopenta[d]pyrimidin-4-yl)phenoxy)acetyl)-1,4-diazepan-1-carboxylate ClC1=C(OCC(=O)N2CCN(CCC2)C(=O)OC(C)(C)C)C=CC(=C1)C=1C2=C(N=C(N1)S(=O)(=O)C)C(CC2)(F)F